(S)-N-(5-(2-(1-cyclopropylethyl)-7-(dimethylphosphoryl)-1-oxoisoindolin-5-yl)-4-methylthiazol-2-yl)propanamide C1(CC1)[C@H](C)N1C(C2=C(C=C(C=C2C1)C1=C(N=C(S1)NC(CC)=O)C)P(=O)(C)C)=O